4,4'-(isopropylidene)-dianiline C(C)(C)(C1=CC=C(N)C=C1)C1=CC=C(N)C=C1